The molecule is a fatty acid-taurine conjugate obtained by deprotonation of the sulfonate group of N-nervonoyltaurine; major species at pH 7.3. It is a conjugate base of a N-nervonoyltaurine. CCCCCCCC/C=C\\CCCCCCCCCCCCCC(=O)NCCS(=O)(=O)[O-]